BrC1=CC(=CC(=N1)OCC1=C(C=C(C#N)C=C1)F)C 4-(((6-bromo-4-methylpyridin-2-yl)oxy)methyl)-3-fluorobenzonitrile